(Z)-(3,4,4-trifluoro-4-(quinolin-8-ylsulfonyl)but-2-en-1-yl)carbamate F\C(=C/CNC([O-])=O)\C(S(=O)(=O)C=1C=CC=C2C=CC=NC12)(F)F